FC=1C=C(N)C=C(C1)C=1N=NNC1 3-fluoro-5-(1H-1,2,3-triazol-4-yl)aniline